(ethylenebisoxy)bisethylene C(COC=C)OC=C